3-Ethyl-2,6-dimethoxy-N-(4-methoxybenzo[d]isoxazol-3-yl)benzenesulfonamide C(C)C=1C(=C(C(=CC1)OC)S(=O)(=O)NC1=NOC2=C1C(=CC=C2)OC)OC